N-(2-Chloro-4-(trifluoromethyl)phenyl)-2-(1'-(3-hydroxypicolinoyl)-2-morpholino-8-oxo-5,8-dihydro-4H-spiro[furo[3,4-d][1,2,4]triazolo[1,5-a]pyrimidine-7,4'-piperidin]-4-yl)acetamide ClC1=C(C=CC(=C1)C(F)(F)F)NC(CN1C=2N(C(C3=C1COC31CCN(CC1)C(C1=NC=CC=C1O)=O)=O)N=C(N2)N2CCOCC2)=O